C(C)OC1=C(OC[C@@H]2CN(CCO2)C(=O)OC(C)OC([C@H](C(C)C)NC(=O)OC(C)(C)C)=O)C=CC=C1 1-[(S)-2-(tert-Butoxycarbonylamino)-3-methylbutyroxy]ethyl (s)-2-[(o-ethoxyphenoxy)methyl]-4-morpholinecarboxylate